O1CCN(CC1)CCN1N=C(C=C1C(=O)OCC)C1=CC(=CC=C1)C=1OC(=CN1)C(NC(CC)CC)=O Ethyl 1-(2-morpholinoethyl)-3-(3-(5-(pentan-3-ylcarbamoyl)oxazol-2-yl)phenyl)-1H-pyrazole-5-carboxylate